ClC=1N=C(C2=C(N1)C=C(O2)C)OCC2=CC=C(C=C2)C=2N(C=C(N2)C(F)(F)F)C 2-chloro-6-methyl-4-[[4-[1-methyl-4-(trifluoromethyl)imidazol-2-yl]phenyl]methoxy]furo[3,2-d]pyrimidine